Br[NH+]1CCNCC1 N-bromopiperazinium